tert-butyl 5-((3-chloro-2-methoxyphenyl)carbamothioyl)-6-oxo-4-(((3-(2-(pyridin-2-yl)ethoxy)pyridin-4-yl)methyl)amino)-3,6-dihydropyridine-1(2H)-carboxylate ClC=1C(=C(C=CC1)NC(=S)C1=C(CCN(C1=O)C(=O)OC(C)(C)C)NCC1=C(C=NC=C1)OCCC1=NC=CC=C1)OC